3,3-dimethylbutyl L-alaninate Hydrochloride Cl.N[C@@H](C)C(=O)OCCC(C)(C)C